C(C)(C)(C)OC(NC1CCN(CC1)C=1C=C2C(=CN1)NC=C2)=O (1-(1H-pyrrolo[2,3-c]pyridin-5-yl)piperidin-4-yl)carbamic acid tert-butyl ester